9-(4-(1H-pyrazol-1-yl)benzyl)-2-(4-isopropylpyrimidin-5-yl)-7,9-dihydro-8H-purin-8-one N1(N=CC=C1)C1=CC=C(CN2C3=NC(=NC=C3NC2=O)C=2C(=NC=NC2)C(C)C)C=C1